tri(triethylsilyl) phosphite P(O[Si](CC)(CC)CC)(O[Si](CC)(CC)CC)O[Si](CC)(CC)CC